N-(1-(1-butyrylpiperidin-4-yl)-6-(6-fluoropyridin-3-yl)-1H-pyrazolo[3,4-d]pyrimidin-4-yl)-5-nitrothiophene-2-carboxamide C(CCC)(=O)N1CCC(CC1)N1N=CC=2C1=NC(=NC2NC(=O)C=2SC(=CC2)[N+](=O)[O-])C=2C=NC(=CC2)F